COC=1C2=C(N=CN1)C=CN2C=2C=NC1=C(C2)N(C(=N1)C)CC1=CC(=CC=C1)C(F)(F)F 6-(4-methoxy-5H-pyrrolo[3,2-d]pyrimidin-5-yl)-2-methyl-1-(3-(trifluoromethyl)benzyl)-1H-imidazo[4,5]pyridine